2-(3-(ethoxymethyl)-1-(2-(6-methylpyridin-3-yl)propan-2-yl)pyrrolidin-3-yl)ethylpyridin-2(1H)-one HCl Cl.C(C)OCC1(CN(CC1)C(C)(C)C=1C=NC(=CC1)C)CCN1C(C=CC=C1)=O